N-acetyl-1,1-dimethyl-3-propyl-4-aminoindane C(C)(=O)NC1=C2C(CC(C2=CC=C1)(C)C)CCC